7-amino-4,5-dihydro-1H-benzo[b]azepin-2(3H)-one NC1=CC2=C(NC(CCC2)=O)C=C1